2-[4-(methyl-phenyl-amino)-phenoxy]-pyrido[3,4-d]pyrimidin CN(C1=CC=C(OC=2N=CC3=C(N2)C=NC=C3)C=C1)C1=CC=CC=C1